4-((2-chloro-[1,1'-biphenyl]-3-yl)amino)thiazolo[4,5-c]pyridine-2-carbaldehyde ClC1=C(C=CC=C1NC1=NC=CC2=C1N=C(S2)C=O)C2=CC=CC=C2